C12CSCC(CC1)N2C2=C(C=C(C=C2F)NC(OCC2=CC=CC=C2)=O)F benzyl 4-(3-thia-8-aza-bicyclo[3.2.1]oct-8-yl)-3,5-difluorophenylcarbamate